C(C(=C)C)(=O)OC(C)(C)C Tertiary butyl methacrylate